NC=1N=NC(=CC1N1CCN(CC1)CC1=CC=C(N=N1)N1C(NC(CC1)=O)=O)C1=C(C=CC=C1)O 1-(6-((4-(3-amino-6-(2-hydroxyphenyl)pyridazin-4-yl)piperazin-1-yl)methyl)pyridazin-3-yl)dihydropyrimidine-2,4(1H,3H)-dione